FC(OC1=CC=C(C=C1)NC(C1=CC=C(C=C1)NS(=O)(=O)C1=CC=CC=C1)=O)F N-(4-(difluoromethoxy)phenyl)-4-(phenylsulfonamido)benzamide